CC1=C(O)C(=C(C(=C1O)C)O)C 2,4,6-trimethyl-phloroglucinol